C(C1=CC=CC=C1)(=O)C1=CC=C(C(=O)Cl)C=C1 4-benzoylbenzoic acid chloride